2-Hydroxyacetophenon OCC(=O)C1=CC=CC=C1